C(C)(C)C1=CC=C(CC(C(C)N)N)C=C1 1-(4-isopropylbenzyl)-1,2-propanediamine